CS(=O)(C1=CC=C(C=C1)C(F)(F)F)=NC=1C=NC(=CC1)C1=NOC(=N1)C(F)(F)F methyl((6-(5-(trifluoromethyl)-1,2,4-oxadiazol-3-yl)pyridin-3-yl)imino)(4-(trifluoromethyl)phenyl)-λ6-sulfanone